(E)-2-((2-(cyclopropanecarbonyl)hydrazinylidene)methyl)-N,1-dimethyl-N-(pyridin-3-yl)-1H-imidazole-5-carboxamide C1(CC1)C(=O)N\N=C\C=1N(C(=CN1)C(=O)N(C=1C=NC=CC1)C)C